(E)-2-cyano-3-phenylprop-2-enethioamide C(#N)/C(/C(N)=S)=C\C1=CC=CC=C1